N1(C=CC=C1)C1=CC=C(C=C1)CC(=O)N(C1CS(C(=C1)C)(=O)=O)CC1=CC=CC=C1 2-(4-(1H-pyrrol-1-yl)phenyl)-N-benzyl-N-(5-methyl-1,1-dioxido-2,3-dihydrothiophen-3-yl)acetamide